C(#N)[C@H](CC1=C(C=C(C=C1)C=1C(=CC2=C(N(C(O2)=O)C)C1)F)F)NC(=O)[C@H]1OCCCNC1 (S)-N-((S)-1-cyano-2-(2-fluoro-4-(6-fluoro-3-methyl-2-oxo-2,3-dihydrobenzo[d]oxazol-5-yl)phenyl)ethyl)-1,4-oxazepane-2-carboxamid